C1(NC(C2C1C=CC2)=O)=O 4,6a-dihydro-cyclopenta[C]pyrrol-1,3(2H,3aH)-dione